CN1CC(CCC1)N[N+]1=CC=CC=C1 (1-methylpiperidin-3-yl)aminopyridinium